1-(4-((1R,5S)-3,8-diazabicyclo[3.2.1]octan-3-yl)-7-(8-chloronaphthalen-1-yl)-8-fluoropyrido[4,3-d]pyrimidin-2-yl)-N,N-dimethylazetidin-3-amine [C@H]12CN(C[C@H](CC1)N2)C=2C1=C(N=C(N2)N2CC(C2)N(C)C)C(=C(N=C1)C1=CC=CC2=CC=CC(=C12)Cl)F